CC(C(CC(=O)OC)=O)(C)C methyl 4,4-dimethyl-3-oxo-pentanoate